3-(2-((decanyloxy)methoxy)-2,2-diphenylacetoxy)spiro[bicyclo[3.2.1]octane-8,1'-pyrrolidin]-8-ium chloride [Cl-].C(CCCCCCCCC)OCOC(C(=O)OC1CC2CCC(C1)[N+]21CCCC1)(C1=CC=CC=C1)C1=CC=CC=C1